5-[3-[(3R)-3-(tert-butoxycarbonylamino)-8-fluoro-4-oxo-3,5-dihydro-2H-1,5-benzothiazepine-7-yl]-1,2,4-oxadiazol-5-yl]-benzyl 3,3-difluoro-piperidine-1-carboxylate FC1(CN(CCC1)C(=O)OCC1=CC=CC(=C1)C1=NC(=NO1)C=1C(=CC2=C(NC([C@H](CS2)NC(=O)OC(C)(C)C)=O)C1)F)F